CC=1N=C(NC1)C1=C(C(=CC=C1)Cl)F 4-methyl-2-(3-chloro-2-fluorophenyl)-1H-imidazole